N=1N(N=CC1)C1=C2C=CNC2=CC=C1 4-(2H-1,2,3-triazol-2-yl)-1H-indol